C(C1=CC=CC=C1)[C@H]1C(OC(O1)(C)C)=O (S)-5-benzyl-2,2-dimethyl-1,3-dioxolan-4-one